(R)-4-(benzyloxy)-2-fluoro-4-oxobutanoate C(C1=CC=CC=C1)OC(C[C@H](C(=O)[O-])F)=O